(2R,3R,4R,5R,6R)-2-(hydroxymethyl)-6-(2-methoxyethoxy)-5-((6-(trifluoromethyl)pyrazin-2-yl)amino)tetrahydro-2H-pyran-3,4-diol OC[C@H]1O[C@H]([C@@H]([C@H]([C@H]1O)O)NC1=NC(=CN=C1)C(F)(F)F)OCCOC